CC1=C(C2=C(C(N(C=C2C#CC(C(F)(F)F)(C2=CC=CC=C2)O)C)=O)N1)C(=O)OCCC#N 2-cyanoethyl 2,6-dimethyl-7-oxo-4-(4,4,4-trifluoro-3-hydroxy-3-phenyl-but-1-ynyl)-1H-pyrrolo[2,3-c]pyridine-3-carboxylate